C(C)C=1C=C(C=C(C1)N)N 5-ethyl-1,3-phenylenediamine